methyl (E)-3-(3-(N-((4-(3-methyl-1,2,4-oxadiazol-5-yl)bicyclo[2.2.2]octan-1-yl)methyl) cycloheptanecarboxamido)phenyl)acrylate CC1=NOC(=N1)C12CCC(CC1)(CC2)CN(C(=O)C2CCCCCC2)C=2C=C(C=CC2)/C=C/C(=O)OC